(2S)-N-chloroacetyl-2-cyanopyrrolidine ClCC(=O)N1[C@@H](CCC1)C#N